FC1(CN(CCC1O)C1=C(C=C(C=C1)C(F)(F)F)NS(=O)(=O)C=1C=C(C(=O)O)C=CC1OC)F 3-(N-(2-(3,3-difluoro-4-hydroxypiperidin-1-yl)-5-(trifluoromethyl)phenyl)sulfamoyl)-4-methoxybenzoic acid